5-(4-((3-methyl-2-oxooxazolidin-4-yl)methoxy)phenyl)-2-oxo-6-(trifluoromethyl)-1,2-dihydropyridine-3-carboxamide CN1C(OCC1COC1=CC=C(C=C1)C=1C=C(C(NC1C(F)(F)F)=O)C(=O)N)=O